N-(5-((3-((4-methoxy-1H-pyrazol-1-yl)methyl)piperidin-1-yl)methyl)thiazol-2-yl)acetamide COC=1C=NN(C1)CC1CN(CCC1)CC1=CN=C(S1)NC(C)=O